2-{6-[1-(propan-2-yl)azetidin-3-yl]pyridazin-3-yl}phenol CC(C)N1CC(C1)C1=CC=C(N=N1)C1=C(C=CC=C1)O